N12C(CNCC1)CC2 ethanopiperazine